NC1=NC(=NC(=N1)C1=CC=C(C=C1)CN)NC1=CC(=C(C=C1)O)C 4-((4-amino-6-(4-(aminomethyl)phenyl)-1,3,5-triazin-2-yl)amino)-2-methylphenol